ClC=1C(N(C=CC1OCC1=NC=C(C=C1F)F)C1=CC(=NC(=C1C)C)N1N=C(C=C1)C(C)(C)O)=O (R)-3-chloro-4-((3,5-difluoropyridin-2-yl)methoxy)-2'-(3-(2-hydroxypropan-2-yl)-1H-pyrazol-1-yl)-5',6'-dimethyl-2H-[1,4'-bipyridin]-2-one